tert-Butyl (2S,4R)-2-((1H-1,2,3-triazol-1-yl)methyl)-4-(4-(3-(trifluoromethoxy)phenyl)picolinamido)-pyrrolidine-1-carboxylate N1(N=NC=C1)C[C@H]1N(C[C@@H](C1)NC(C1=NC=CC(=C1)C1=CC(=CC=C1)OC(F)(F)F)=O)C(=O)OC(C)(C)C